(6-(hydroxymethyl)-5-methylpyridin-2-yl)carbamic acid tert-butyl ester C(C)(C)(C)OC(NC1=NC(=C(C=C1)C)CO)=O